C(C)(C)OC1=CC=C(C=N1)CNC=1C=CC=C2C(=CC=NC12)C=1C=NN(C1)CCOC N-((6-isopropoxypyridin-3-yl)methyl)-4-(1-(2-methoxyethyl)-1H-pyrazol-4-yl)quinolin-8-amine